sodium methylenebis(methylnaphthalene) C(C1=C(C=CC2=CC=CC=C12)C)C1=C(C=CC2=CC=CC=C12)C.[Na]